N-(4-(2-(azetidin-1-yl)ethoxy)-3-(3,5-dimethylisoxazol-4-yl)phenyl)-2-ethoxycyclopropane-1-carboxamide N1(CCC1)CCOC1=C(C=C(C=C1)NC(=O)C1C(C1)OCC)C=1C(=NOC1C)C